CN1C=CC=2C1=NC=CC2C2=C1C=NC(C1=C(C=C2)C2=NC1=C(N2)C=CC(=C1)N1CCN(CC1)C)=O 4-(1-methyl-1H-pyrrolo[2,3-b]pyridin-4-yl)-7-(5-(4-methylpiperazin-1-yl)-1H-benzo[d]imidazol-2-yl)isoindol-1-one